NC1=NC(=NC(=C1C(=O)OCC)C12CC(C1)(C2)C(F)F)Cl ethyl 4-amino-2-chloro-6-(3-(difluoromethyl)bicyclo[1.1.1]pentan-1-yl)pyrimidine-5-carboxylate